3-((6-chloropyridazin-3-yl)amino)-1-methylcyclobutan-1-ol ClC1=CC=C(N=N1)NC1CC(C1)(O)C